4-(2-(dimethylamino)pyridin-4-yl)-7-((5-(4-methylpiperazin-1-yl)pyridin-2-yl)amino)-2,3-dihydro-1H-pyrrolo[3,4-c]pyridin-1-one CN(C1=NC=CC(=C1)C1=NC=C(C2=C1CNC2=O)NC2=NC=C(C=C2)N2CCN(CC2)C)C